CCC=CCC=CCC=CCCCCCCCC octadeca-3,6,9-triene